((4-Chloropyrimidin-5-yl)oxy)-5-fluorobenzoic acid methyl ester COC(C1=C(C=CC(=C1)F)OC=1C(=NC=NC1)Cl)=O